N[C@]1(CN(C[C@@H]1CCCB(O)O)C1CNCCC1)C(=O)O (3R,4S)-3-amino-4-(3-boronopropyl)-1-(piperidin-3-yl)pyrrolidine-3-carboxylic acid